FC(OC=1C=C2NC=C3N(C2=CC1)CN=N3)(F)F 7-(trifluoromethyloxy)-5H-[1,2,4]triazolo[4,3-a]quinoxaline